trans-[(3S)-3-(3,4-difluorophenyl)isoxazolidin-2-yl]-[4-[(2-methylpyrazol-3-yl)methyl]cyclohexyl]methanone FC=1C=C(C=CC1F)[C@H]1N(OCC1)C(=O)[C@@H]1CC[C@H](CC1)CC=1N(N=CC1)C